(3R)-N-[4-methyl-3-(trifluoromethyl)phenyl]-5-(4-nitrophenyl)-3-phenyl-3,7,8,8a-tetrahydro-2H-oxazolo[3,2-a]pyridine-6-carboxamide CC1=C(C=C(C=C1)NC(=O)C=1CCC2N(C1C1=CC=C(C=C1)[N+](=O)[O-])[C@@H](CO2)C2=CC=CC=C2)C(F)(F)F